N,N'-((ethane-1,2-diylbis(oxy))bis(ethane-2,1-diyl))bis(4-methylbenzenesulfonamide) C(COCCNS(=O)(=O)C1=CC=C(C=C1)C)OCCNS(=O)(=O)C1=CC=C(C=C1)C